3-Ethynyl-2,5,6-trifluorophenol Dimethyl-(1-diazo-2-oxopropyl)phosphonate CC(C(C(=[N+]=[N-])P(O)(O)=O)=O)C.C(#C)C=1C(=C(C(=C(C1)F)F)O)F